CC1(CCC(CN1)NC1=NC=C(C(=N1)C1=CNC=2C(N(CCCC21)C(C)C=2C=NN(C2)C)=O)C(F)(F)F)C 3-{2-[(6,6-dimethylpiperidin-3-yl)amino]-5-(trifluoromethyl)pyrimidin-4-yl}-7-[1-(1-methyl-1H-pyrazol-4-yl)ethyl]-1H,4H,5H,6H,7H,8H-pyrrolo[2,3-c]azepin-8-one